2-methyl-6,6-bis(3-sulfonatopropyl)-9,12-dioxa-6-aza-2-silapentadecan-6-ium C[SiH](C)CCC[N+](CCOCCOCCC)(CCCS(=O)(=O)[O-])CCCS(=O)(=O)[O-]